C(C)N1CCN(CC1)C(=O)C1=CC=C(C=C1)C1=CC(=CC=C1)OCC1=CC(=CC2=C1C=C(O2)C=2N=C1SC(=NN1C2)C)OC (4-ethylpiperazin-1-yl)(3'-((6-methoxy-2-(2-methylimidazo[2,1-b][1,3,4]thiadiazol-6-yl)benzofuran-4-yl)methoxy)-[1,1'-biphenyl]-4-yl)methanone